1-((piperidin-4-yl)-1H-pyrazol-4-yl)dihydropyrimidine N1CCC(CC1)N1N=CC(=C1)N1CNCC=C1